2-(bis(3-methoxybenzyl)amino)thiazole-4-carboxylic acid COC=1C=C(CN(C=2SC=C(N2)C(=O)O)CC2=CC(=CC=C2)OC)C=CC1